N-(2-(6-amino-8-((6-(dimethylamino)benzo[d][1,3]dioxol-5-yl)thio)-9H-purin-9-yl)ethyl)-2-methylpropane-1-sulfonamide NC1=C2N=C(N(C2=NC=N1)CCNS(=O)(=O)CC(C)C)SC1=CC2=C(OCO2)C=C1N(C)C